OC1=CC(=C(C=C1)C(=CC)C1=C(C=C(C=C1)O)C(C)(C)C)C(C)(C)C 1,1-bis(4-hydroxy-t-butylphenyl)propaneN